((2R,5S)-3,4,5-trihydroxy-2,3,4,5,6,6-hexamethyltetrahydro-2H-pyran-2-yl)methyl 5-((3aS,6aR)-2-oxohexahydro-1H-thieno[3,4-d]imidazol-4-yl)pentanoate O=C1N[C@H]2[C@@H](N1)CSC2CCCCC(=O)OC[C@]2(OC([C@@](C(C2(C)O)(C)O)(C)O)(C)C)C